1-(6-chloropyridazin-3-yl)-7-methyl-2,3,4,4a,5,6,8,8a-octahydro-1,7-naphthyridine ClC1=CC=C(N=N1)N1CCCC2CCN(CC12)C